FC=1C=C(C=CC1OC=1C=NC2=CC=CC=C2C1)C1C=2N(CCC1)N(C(C2C(=O)N)=O)C2=C(C=CC=C2)F (3-fluoro-4-(quinolin-3-yloxy)phenyl)-1-(2-fluorophenyl)-2-oxo-1,2,4,5,6,7-hexahydropyrazolo[1,5-a]pyridine-3-carboxamide